C1(CCC1)CN[C@H]1CN(CCC1)C1=CC=C(C=C1)C1(COC1)C(=O)NC=1N=C2N(C(C1)=O)C=CC=C2 (R)-3-(4-(3-((cyclobutylmethyl)amino)piperidin-1-yl)phenyl)-N-(4-oxo-4H-pyrido[1,2-a]pyrimidin-2-yl)oxetane-3-carboxamide